2-(2,6-difluorophenyl)-N-(4-(4-morpholinopiperidin-1-yl)phenyl)pyrazolo[1,5-a][1,3,5]triazin-4-amine FC1=C(C(=CC=C1)F)C1=NC=2N(C(=N1)NC1=CC=C(C=C1)N1CCC(CC1)N1CCOCC1)N=CC2